3-((5-(trifluoromethyl)pyridin-3-yl)carbamoyl)-4,7-dihydrothieno[2,3-c]pyridine-6(5H)-carboxylic acid tert-butyl ester C(C)(C)(C)OC(=O)N1CC2=C(CC1)C(=CS2)C(NC=2C=NC=C(C2)C(F)(F)F)=O